ClC=1C=CC2=C(C(CN(CC2)C(CC[C@@]2(C(NC(N2)=O)=O)C2CC2)=O)C)C1 (5S)-5-(3-(8-chloro-1-methyl-4,5-dihydro-1H-benzo[d]azepin-3(2H)-yl)-3-oxopropyl)-5-cyclopropylimidazolidine-2,4-dione